The molecule is zwitterionic form of O-acetyl-L-homoserine having an anionic carboxy group and a protonated alpha-amino group; major species at pH 7.3. It is a tautomer of an O-acetyl-L-homoserine. CC(=O)OCC[C@@H](C(=O)[O-])[NH3+]